5-fluoro-2,4,6-trinitrobenzene-1,3-diamine FC=1C(=C(C(=C(C1[N+](=O)[O-])N)[N+](=O)[O-])N)[N+](=O)[O-]